5-(N-[(indol-4-yl)methyl]amino)-3-(1-methylpiperidin-4-yl)pyrrolo[3,2-b]pyridine N1C=CC2=C(C=CC=C12)CNC1=CC=C2C(=N1)C(=CN2)C2CCN(CC2)C